1,3,5-tris(3,5-di-tert-butyl-4-hydroxyhydrocinnamoyl)-hexahydros-triazine C(C)(C)(C)C=1C=C(CCC(=O)N2CN(CN(C2)C(CCC2=CC(=C(C(=C2)C(C)(C)C)O)C(C)(C)C)=O)C(CCC2=CC(=C(C(=C2)C(C)(C)C)O)C(C)(C)C)=O)C=C(C1O)C(C)(C)C